[N+](=O)([O-])C=1N=CN(C1)C1=CC(=CC=C1)C(F)(F)F 4-nitro-1-(3-(trifluoromethyl)phenyl)-1H-imidazole